(3S,5R,9R,10S,13R,17R)-17-((R)-5-hydroxy-5-methylhexan-2-yl)-10,13-dimethyl-2,3,4,5,6,7,9,10,11,12,13,15,16,17-tetradecahydro-1H-cyclopenta[a]phenanthren-3-ol OC(CC[C@@H](C)[C@H]1CCC2=C3CC[C@@H]4C[C@H](CC[C@@]4([C@H]3CC[C@]12C)C)O)(C)C